CC(C(=O)OC1COCCC1NC1=NN2C(C=N1)=C(C=C2C2=NC=C(C=C2)C2(CC2)C(F)F)F)C 4-[(7-{5-[1-(difluoromethyl)cyclopropyl]pyridin-2-yl}-5-fluoropyrrolo[2,1-f][1,2,4]triazin-2-yl)amino]oxan-3-yl 2-methylpropanoate